5-(3-(4-cyclopropyl-3-hydroxy-1H-pyrazol-1-yl)-2-fluoro-6-hydroxyphenyl)-1,2,5-thiadiazolidin-3-one 1,1-dioxide C1(CC1)C=1C(=NN(C1)C=1C(=C(C(=CC1)O)N1CC(NS1(=O)=O)=O)F)O